1-(4-(((2-((2-chloro-3-(3'-chloro-5-(((2-hydroxyethyl)amino)methyl)-6-methoxy-[2,4'-bipyridin]-2'-yl)phenyl)amino)-3-fluoropyridin-4-yl)methyl)amino)piperidin-1-yl)ethan-1-one ClC1=C(C=CC=C1C1=NC=CC(=C1Cl)C1=NC(=C(C=C1)CNCCO)OC)NC1=NC=CC(=C1F)CNC1CCN(CC1)C(C)=O